C1-2-butyl-2-ethyl-1,3-propanediol CC(CC)C(C(CO)CC)O